COCCOCCN(CCOCCOC)CCOCCOC 2-(2-methoxyethoxy)-N,N-bis[2-(2-methoxyethoxy)ethyl]-ethylamine